sodium 4-(3-fluorophenyl)-2-[5-isopropylsulfonyl-4-[4-(trifluoromethyl) cyclohexen-1-yl] thiazol-2-yl]-5-methyl-pyrazole-3-carboxylate FC=1C=C(C=CC1)C1=C(N(N=C1C)C=1SC(=C(N1)C1=CCC(CC1)C(F)(F)F)S(=O)(=O)C(C)C)C(=O)[O-].[Na+]